3-(2,2-difluorocyclopropyl)benzoic acid FC1(C(C1)C=1C=C(C(=O)O)C=CC1)F